(3R,4R)-1-cyclopropylmethyl-4-{[1-(2,4-difluoro-phenyl)-1H-[1,2,3]triazole-4-carbonyl]-amino}-piperidine-3-carboxylic acid dimethylamide CN(C(=O)[C@@H]1CN(CC[C@H]1NC(=O)C=1N=NN(C1)C1=C(C=C(C=C1)F)F)CC1CC1)C